4-methoxy-3-(5-(2-((2-(trimethylsilyl)ethoxy)methyl)-2H-tetrazol-5-yl)pyridin-3-yl)phenyl cycloheptylcarbamate C1(CCCCCC1)NC(OC1=CC(=C(C=C1)OC)C=1C=NC=C(C1)C=1N=NN(N1)COCC[Si](C)(C)C)=O